9-(4-(4-(ethylamino)piperidin-1-yl)-3-(trifluoromethyl)phenyl)-3-methyl-1-(tetrahydro-2H-pyran-4-yl)pyrazolo[1,5-c]quinazolin-2(3H)-one C(C)NC1CCN(CC1)C1=C(C=C(C=C1)C1=CC=2C=3N(C=NC2C=C1)N(C(C3C3CCOCC3)=O)C)C(F)(F)F